2-[2-Methyl-6-(quinoline-3-yl)nicotinyl]-N-phenylhydrazine-1-carboxamide CC1=C(CNNC(=O)NC2=CC=CC=C2)C=CC(=N1)C=1C=NC2=CC=CC=C2C1